N=1N=CN2C1C=CC(=C2)C=2C(=NC=C(C2)CC2=CC(=CC=C2)Cl)C(=O)N ([1,2,4]triazolo[4,3-a]pyridin-6-yl)-5-(3-chlorobenzyl)picolinamide